C1(=CC=CC=C1)[I+]C1=CC=CC=C1.[Sb](Cl)(Cl)Cl antimony chloride, diphenyliodonium salt